5-chloro-3-((2,3-dichloro-phenylimino)meth-yl)-2-hydroxyphenyl nicotinate C(C1=CN=CC=C1)(=O)OC1=C(C(=CC(=C1)Cl)C=NC1=C(C(=CC=C1)Cl)Cl)O